N[C@H](C(=O)N1[C@@H](CC(C1)(C)C)C(=O)N(N)C[C@H]1C(NCC1)=O)[C@H](CC)C (2S)-1-[(2S,3S)-2-amino-3-methyl-pentanoyl]-4,4-dimethyl-N-[[(3S)-2-oxopyrrolidin-3-yl]methyl]pyrrolidine-2-carbohydrazide